tert-butyl 8-bromo-2,3-dihydro-4H-pyrido[4,3-b][1,4]oxazine-4-carboxylate BrC1=CN=CC2=C1OCCN2C(=O)OC(C)(C)C